5-(4-((3-cyclopropyl-2,4-dioxo-1,2,3,4-tetrahydrothieno[3,2-d]pyrimidin-6-yl)methyl)piperazin-1-yl)-N-methylpicolinamide C1(CC1)N1C(NC2=C(C1=O)SC(=C2)CN2CCN(CC2)C=2C=CC(=NC2)C(=O)NC)=O